N1N=CC(=C1)C1=CC=C(C=C1)N1CCC(CC1)CN1CCCC1 1-(4-(1H-pyrazol-4-yl)phenyl)-4-(pyrrolidine-1-ylmethyl)piperidine